C(C)OC(\C=C\C=1N(C=CC1)C)=O (2E)-3-(1-methyl-1H-pyrrol-2-yl)prop-2-enoic acid ethyl ester